3-[4-[3-fluoro-3-(piperazin-1-ylmethyl)azetidin-1-yl]-3-methyl-2-oxo-benzimidazol-1-yl]piperidine-2,6-dione FC1(CN(C1)C1=CC=CC=2N(C(N(C21)C)=O)C2C(NC(CC2)=O)=O)CN2CCNCC2